trioctylamine enanthate C(CCCCCC)(=O)O.C(CCCCCCC)N(CCCCCCCC)CCCCCCCC